Cl.Cl.Cl.CN1[C@@H]2[C@H](OCC1)CN(C2)C=2N=NC(=CN2)C2=C(C=C(C=C2)C=2C=NNC2)O 2-{3-[(4as,7ar)-4-methylhexahydropyrrolo[3,4-b][1,4]oxazin-6(2H)-yl]-1,2,4-triazin-6-yl}-5-(1H-pyrazol-4-yl)phenol tri-hydrochloride